((2-(2,6-Dioxopiperidin-3-yl)-1-oxoisoindolin-5-yl)methyl)-2-(3-(4-(4-(quinoxalin-2-yl)-1H-pyrazol-1-yl)piperidine-1-carbonyl)bicyclo[1.1.1]pentan-1-yl)acetamide O=C1NC(CCC1N1C(C2=CC=C(C=C2C1)CC(C(=O)N)C12CC(C1)(C2)C(=O)N2CCC(CC2)N2N=CC(=C2)C2=NC1=CC=CC=C1N=C2)=O)=O